4-hydrazino-2-(4-(trifluoromethyl)pyridin-3-yl)-7,8-dihydroquinazolin-5(6H)-one N(N)C1=NC(=NC=2CCCC(C12)=O)C=1C=NC=CC1C(F)(F)F